ClC=1C=CC(=C(C1)NC(CC=1SC=CC1)=O)OCCOC N-(5-chloro-2-(2-methoxyethoxy)phenyl)-2-(thiophen-2-yl)acetamide